FC(C(F)(F)F)(OC1=CC=C(C=C1)N1N=C(N=C1)C1=CC=C(C=C1)NC(O[C@@H]1O[C@H]([C@@H]([C@H]([C@H]1OC)OCCC)OC)C)=O)F [(2S,3R,4R,5S,6S)-3,5-dimethoxy-6-methyl-4-propoxy-tetrahydropyran-2-yl] N-[4-[1-[4-(1,1,2,2,2-pentafluoroethoxy)phenyl]-1,2,4-triazol-3-yl] phenyl]carbamate